5-fluoro-1-Isopropyl-8-methoxy-1H-[1,2,3]triazolo[4,5-h]quinazoline FC=1C=2C=NC(=NC2C2=C(C1)N=NN2C(C)C)OC